1,2-bis(4-hydroxyphenyl)butane OC1=CC=C(C=C1)CC(CC)C1=CC=C(C=C1)O